2,5-dimethoxy-4-chloronitrobenzene COC1=C(C=C(C(=C1)Cl)OC)[N+](=O)[O-]